COC=1C=C(C=C(C1OC)OC)C(=NO)C=1NC=C(C1)C1=CC=C(C=C1)C [4-(4-methylphenyl)-1H-pyrrol-2-yl] (3,4,5-trimethoxyphenyl) ketoxime